2-methyl-5-(2-(pyridin-4-yl)-1H-pyrrolo[3,2-c]pyridin-6-ylamino)isoindolin-1-one CN1C(C2=CC=C(C=C2C1)NC1=CC2=C(C=N1)C=C(N2)C2=CC=NC=C2)=O